6-(2-amino-6-fluoro-5-(4-(piperazin-1-yl)phenyl)pyridin-3-yl)isoquinolin-1(2H)-one NC1=NC(=C(C=C1C=1C=C2C=CNC(C2=CC1)=O)C1=CC=C(C=C1)N1CCNCC1)F